OC(C)C1(N(SCN1)C)C alpha-hydroxy-methyl-ethyl-methyl-1,2,4-thiadiazolidine